C1=CC=CC=2C3=CC=CC=C3C3(C12)OC1=CC=CC=C1C1=C3C=CC=C1 spiro[benzo[c]chromene-6,9'-fluorene]